(2S,4R)-3-benzoyl-4-butyl-4-methyl-2-phenyloxazolidin-5-one C(C1=CC=CC=C1)(=O)N1[C@@H](OC([C@@]1(C)CCCC)=O)C1=CC=CC=C1